1-(3-Fluoropyrrolidine-1-carbonyl)-3-methyl-1H-imidazol-3-ium FC1CN(CC1)C(=O)N1C=[N+](C=C1)C